ClCC(=O)NC1CCOCC1 2-chloro-N-(tetrahydro-2H-pyran-4-yl)acetamide